2-(1-methyl-4-piperidyl)-7-(4-piperidyl)-3H-imidazo[4,5-b]pyridine CN1CCC(CC1)C1=NC=2C(=NC=CC2C2CCNCC2)N1